C(C)(C)(C)OC([C@H](C(C)C)N1N=NC(=C1)C1CC2(CN(C2)C(=O)OC(C)(C)C)C1)=O tert-butyl 6-{1-[(2S)-1-(tert-butoxy)-3-methyl-1-oxobutan-2-yl]-1,2,3-triazol-4-yl}-2-azaspiro[3.3]heptane-2-carboxylate